N1C=NC(=C1)C1CN(CC1)C1=NC(=NC=C1)C1=CN=C2N1C=C(N=C2)C(F)F 3-(4-(3-(1H-Imidazol-4-yl)pyrrolidin-1-yl)pyrimidin-2-yl)-6-(difluoromethyl)imidazo[1,2-a]pyrazine